C(C)(C)(C)C=1C=C(C=C(C1)C(C)(C)C)C=1CC2=CC=CC=C2C1 2-(3,5-di-tert-butylphenyl)-1H-indene